FC=1C(=CC2=C(N(C=N2)C2=CC=C(C(=N2)N2N=C(C=C2C)C#N)CO)C1)NC=1N=NC(=CC1)C 1-[6-[6-fluoro-5-[(6-methylpyridazin-3-yl)amino]benzimidazol-1-yl]-3-(hydroxymethyl)-2-pyridyl]-5-methyl-pyrazole-3-carbonitrile